(3R,4R)-3-fluoro-4-((methylsulfonyl)oxy)piperidine-1-carboxylic acid tert-butyl ester C(C)(C)(C)OC(=O)N1C[C@H]([C@@H](CC1)OS(=O)(=O)C)F